2-(4-bromo-2-nitrophenyl)pyridine BrC1=CC(=C(C=C1)C1=NC=CC=C1)[N+](=O)[O-]